COC(C1=CC(=C(C(=C1)C)O)Br)=O 3-bromo-4-hydroxy-5-methylbenzoic acid methyl ester